ClC1=CC=C(C=C1)C1=NC(=NO1)N 5-(4-chlorophenyl)-1,2,4-oxadiazol-3-amine